C(C)OC(=O)C1CNCCC1 piperidine-3-carboxylic acid ethyl ester